NC1=NC=CC(=C1Cl)SC=1N=C(C(=NC1)C#N)Cl ((2-amino-3-chloropyridin-4-yl)sulfanyl)-3-chloropyrazine-2-carbonitrile